C(C)[C@@H]1N(CCN(C1)C1COC1)C=1C=CC(=NC1)NC1=CC(=CN(C1=O)C)C1=CC=NC(=C1C=O)N1C(C=2N(C=3CCCCC3C2)C=C1)=O (S)-4-(5-(5-(2-Ethyl-4-(oxetan-3-yl)piperazin-1-yl)pyridin-2-ylamino)-1-methyl-6-oxo-1,6-dihydropyridin-3-yl)-2-(1-oxo-6,7,8,9-tetrahydropyrazino[1,2-a]indol-2(1H)-yl)nicotinaldehyde